C(=O)C1=CC(=C(S1)[N+](=O)[O-])C1=C(C(=O)OC)C=CC=C1 methyl 2-(5-formyl-2-nitrothiophene-3-yl)benzoate